C(C)OC(\C=C\C1=C(C2=C(N(N=N2)C)C=C1)Cl)=O.CC=1C(=CC=2C(CC(C(C2C1)(C)C)C)(C)C)C(C)=O 1-(3,5,5,6,8,8-hexamethyl-5,6,7,8-tetrahydro-2-naphthyl)ethanone ethyl-(2E)-3-(4-chloro-1-methyl-1H-benzotriazol-5-yl)prop-2-enoate